C(#N)C1=NC2=CC(=CC(=C2N=C1N1CCC(CC1)(F)F)[C@@H](C)NC1=C(C(=O)O)C=CC=C1)C1CC1 (R)-2-((1-(2-cyano-7-cyclopropyl-3-(4,4-difluoropiperidin-1-yl)quinoxalin-5-yl)ethyl)amino)benzoic acid